4-(2-amino-4-methyl-3-(2-methylquinolin-6-yl)benzoyl)-1-methyl-2,5-diphenyl-1H-pyrazol-3(2H)-one, hydrochloride Cl.NC1=C(C(=O)C=2C(N(N(C2C2=CC=CC=C2)C)C2=CC=CC=C2)=O)C=CC(=C1C=1C=C2C=CC(=NC2=CC1)C)C